ClC1=NC=C(C=C1C1=C2CCN(C(C2=CC(=C1)CN1C(=NC=C1)NC)=O)CC=1C=CC(=C(C#N)C1)F)CO 5-((5-(2-chloro-5-(hydroxymethyl)pyridin-3-yl)-7-((2-(methylamino)-1H-imidazol-1-yl)methyl)-1-oxo-3,4-dihydroisoquinolin-2(1H)-yl)methyl)-2-fluorobenzonitrile